N-[5-(5-methoxy-1H-benzimidazol-2-yl)-1-[(4-methoxyphenyl)-methyl]pyrazol-3-yl]-6-morpholino-pyridine-3-carboxamide COC1=CC2=C(NC(=N2)C2=CC(=NN2CC2=CC=C(C=C2)OC)NC(=O)C=2C=NC(=CC2)N2CCOCC2)C=C1